C(=C)C1=CC=C(CC(CCCCC2=NNC=N2)C2=NNC=N2)C=C1 1-(4-vinylbenzyl)-3,3'-pentamethylenebis(1H-1,2,4-triazole)